(S)-2-amino-N-(2-(4-(4-(2-(5-amino-8-(furan-2-yl)-2-oxothiazolo[5,4-e][1,2,4]triazolo[1,5-c]pyrimidin-3(2H)-yl)ethyl)piperazin-1-yl)-3-fluorophenoxy)ethyl)-3-methylbutanamide N[C@H](C(=O)NCCOC1=CC(=C(C=C1)N1CCN(CC1)CCN1C(SC=2C=3N(C(=NC21)N)N=C(N3)C=3OC=CC3)=O)F)C(C)C